N-(4-(4-((5-methyl-1H-pyrazol-3-yl)amino)-7-(4-methylpiperazin-1-yl)quinazolin-2-yl)phenyl)propanamide CC1=CC(=NN1)NC1=NC(=NC2=CC(=CC=C12)N1CCN(CC1)C)C1=CC=C(C=C1)NC(CC)=O